4-1-Ethyl-5-methyl-1H-pyrazol C(C)C=1C=NNC1C